6-(benzo1,3-dioxanyl)-4-(4-methylphenyl)-pyrimidineamide O1C(OCC2=C1C=CC=C2)C2=CC(=NC(=N2)C(=O)N)C2=CC=C(C=C2)C